3-Amino-5-ethyl-4-(7-fluoro-1H-indazol-4-yl)-8-methyl-1H-1,7-naphthyridin-2-one NC=1C(NC2=C(N=CC(=C2C1C1=C2C=NNC2=C(C=C1)F)CC)C)=O